BrC=1C(=C(C#N)C=CC1)CC1N(C(C2=CC=CC=C12)=O)CC1=CC2=C(N(C(O2)=O)C)C=C1 3-bromo-2-((2-((3-methyl-2-oxo-2,3-dihydrobenzo[d]oxazol-6-yl)methyl)-3-oxoisoindolin-1-yl)methyl)benzonitrile